[3-isopropyl-6-[6-[methyl(spiro[2.3]hexan-5-yl)amino]-2-pyridyl]-2-piperidyl]methanol C(C)(C)C1C(NC(CC1)C1=NC(=CC=C1)N(C1CC2(CC2)C1)C)CO